((2-amino-9-((2R,3S,4S,5R)-4-fluoro-3-hydroxy-5-(hydroxymethyl)tetrahydrofuran-2-yl)-8-oxo-8,9-dihydro-7H-purin-7-yl)methyl)cyclopropane-1-carboxylic acid NC1=NC=C2N(C(N(C2=N1)[C@@H]1O[C@@H]([C@H]([C@H]1O)F)CO)=O)CC1(CC1)C(=O)O